4-amino-2'-fluoro-[1,1'-biphenyl]-3-ol NC1=C(C=C(C=C1)C1=C(C=CC=C1)F)O